(2-(7-(2-(1H-1,2,4-triazol-1-yl)ethoxy)-1-(cyclopropylmethyl)-1H-pyrrolo[2,3-c]pyridin-2-yl)-3-methylpyrazolo[1,5-a]pyridin-6-yl)((3r,5r)-3-amino-5-fluoropiperidin-1-yl)methanone N1(N=CN=C1)CCOC=1N=CC=C2C1N(C(=C2)C2=NN1C(C=CC(=C1)C(=O)N1C[C@@H](C[C@H](C1)F)N)=C2C)CC2CC2